COC(CCCCC1(CN(CCN(C1)CC(=O)OC(C)(C)C)CC(=O)OC(C)(C)C)NCC(=O)OC(C)(C)C)=O 5-[1,4-Bis-t-Butoxycarbonylmethyl-6-(t-Butoxycarbonylmethyl-amino)-[1,4]diazepan-6-yl]-pentanoic acid methyl ester